ClCC1=CC=C(C=O)C=C1 p-Chloromethylbenzaldehyde